CN(C)CC1CNCCC1(O)C1=C(C(=O)N)C=CC=C1 (3-((dimethylamino)methyl)-4-hydroxypiperidin-4-yl)benzamide